S1CCOCC2=C1C=CS2 2,3-dihydro-5H-thieno[3,2-e][1,4]oxathiepine